(S)-tert-butyl 2-(6-(3-isopropyl-1H-pyrrolo[2,3-b]pyridin-5-yl)-2-(2-methoxy Acetyl)-1,2,3,4-tetrahydroisoquinolin-8-yl)pyrrolidine-1-carboxylate C(C)(C)C1=CNC2=NC=C(C=C21)C=2C=C1CCN(CC1=C(C2)[C@H]2N(CCC2)C(=O)OC(C)(C)C)C(COC)=O